C(C)OC1=CC=C(C=C1)NCC(CC1=NNC(N1)=O)O 3-[3-(4-ethoxyphenylamino)-2-hydroxypropyl]-1H-1,2,4-triazol-5(4H)-one